(S)-tert-butyl (1-(6-acetamido-4-(3'-chloro-5-fluoro-2-methoxy-4'-(3-methyl-2-oxo-2,3-dihydro-1H-imidazol-1-yl)-[1,1'-biphenyl]-3-yl)pyridin-2-yl)pyrrolidin-3-yl)carbamate C(C)(=O)NC1=CC(=CC(=N1)N1C[C@H](CC1)NC(OC(C)(C)C)=O)C=1C(=C(C=C(C1)F)C1=CC(=C(C=C1)N1C(N(C=C1)C)=O)Cl)OC